CC1=C(O)C=CC(=C1)C(C)(C)C1=CC=C(C=C1)O methyl-bisphenol a